(6aR,8R)-5-(4-(trifluoromethyl)phenyl)-6,6a,7,8,9,10-hexahydro-5H-pyrido[1,2-a]quinoxaline-8-carboxamide FC(C1=CC=C(C=C1)N1C[C@@H]2N(C=3C=CC=CC13)CC[C@H](C2)C(=O)N)(F)F